FC(C(F)F)(F)OCCC 1,1,2,2-Tetrafluoroethylpropylether